2,5-dibenzyloxyisophthalaldehyde C(C1=CC=CC=C1)OC1=C(C=O)C=C(C=C1C=O)OCC1=CC=CC=C1